(2S,4R)-1-[2-(1H-1,3-benzodiazol-1-yl)acetyl]-N-[(S)-[5-(3,3-difluorocyclobutyl)-6-fluoropyridin-2-yl](phenyl)methyl]-4-fluoropyrrolidine-2-carboxamide N1(C=NC2=C1C=CC=C2)CC(=O)N2[C@@H](C[C@H](C2)F)C(=O)N[C@@H](C2=CC=CC=C2)C2=NC(=C(C=C2)C2CC(C2)(F)F)F